C(C)N=S(=O)(C)C1=CC=C(C(=O)O)C=C1 4-(N-ethyl-S-methyl-sulfonimidoyl)benzoic acid